C[C@@](C(=O)[O-])(O)CC(=O)[O-] R-2-Methylmalate